N1,N1-dimethyl-N4-(2-(methyl(propyl)amino)phenyl)benzene-1,4-disulfonamide CN(S(=O)(=O)C1=CC=C(C=C1)S(=O)(=O)NC1=C(C=CC=C1)N(CCC)C)C